4-amino-3-hydroxynitrobenzene C1=CC(=C(C=C1[N+](=O)[O-])O)N